ClC=1C=C(C=CC1)C=1C(=C2N(N1)CCC2)C2=CC1=C(N=CS1)C=C2 6-(2-(3-Chlorophenyl)-5,6-dihydro-4H-pyrrolo[1,2-b]pyrazol-3-yl)benzo[d]thiazole